COC1=C(C=C2C(=NC=NC2=C1)C1=C(N=C(O1)C)C1=CC=CC=C1)NC1CCOCC1 7-methoxy-4-(2-methyl-4-phenyloxazol-5-yl)-N-(tetrahydro-2H-pyran-4-yl)quinazolin-6-amine